C(C)(C)(C)OC(=O)N1C2C(CC(C1)CC2)N 6-amino-2-azabicyclo[2.2.2]Octane-2-carboxylic acid tert-butyl ester